5-(3,3-dimethyl-2-oxo-1-(pyridin-2-yl)-2,3-dihydro-1H-pyrrolo[2,3-b]pyridin-4-yl)-N-(5-fluoropyridin-2-yl)-2-(trifluoromethyl)benzamide (1,3-dioxoisoindolin-2-yl)methyl-propionate O=C1N(C(C2=CC=CC=C12)=O)COC(CC)=O.CC1(C(N(C2=NC=CC(=C21)C=2C=CC(=C(C(=O)NC1=NC=C(C=C1)F)C2)C(F)(F)F)C2=NC=CC=C2)=O)C